C1(CC1)C1=CC=C(C(=N1)C(=O)N)NC1=NC(=NC=C1)NC1=CC(=C(C=C1)OC1CC(C1)N(C)C)OC 6-cyclopropyl-3-(2-{3-methoxy-4-[(1s,3s)-3-(dimethylamino)cyclobutoxy]phenylamino}-4-pyrimidinylamino)-2-pyridinecarboxamide